NC(=O)C=1C=C(C=CC1)B(O)O 3-aminocarbonylphenylboronic acid